N-(2,3-dimethylbutyl)cyclohexane-1,4-diamine CC(CNC1CCC(CC1)N)C(C)C